ClC1=C(C=C(C=C1)C(CC(C(=O)O)(C)C)=O)OC 4-(4-chloro-3-methoxy-phenyl)-2,2-dimethyl-4-oxo-butyric acid